4,4,5,5-tetramethyl-2-(isopropenyl)-1,3,2-dioxaborolane CC1(OB(OC1(C)C)C(=C)C)C